tert-butyl (4-(((3-nitroquinolin-4-yl)amino)methyl)benzyl)carbamate [N+](=O)([O-])C=1C=NC2=CC=CC=C2C1NCC1=CC=C(CNC(OC(C)(C)C)=O)C=C1